(3S,4S)-1-Cyclopropylmethyl-4-{[5-(2,4,6-trifluoro-phenyl)-isoxazole-3-carbonyl]-amino}piperidine-3-carboxylic acid (2-methoxy-1,1-dimethyl-ethyl)-amide COCC(C)(C)NC(=O)[C@H]1CN(CC[C@@H]1NC(=O)C1=NOC(=C1)C1=C(C=C(C=C1F)F)F)CC1CC1